C(C)OC(C(C)C=1CC(C=CC1)(C1=CC=C(C=C1)OC)C1=C2CCN(CC2=CC=C1)CC1=CC=C(C=C1)[N+](=O)[O-])=O 3-(2-(4-nitrobenzyl)-1,2,3,4-tetrahydroisoquinolin-5-yl)-3-(4-methoxyphenyl)phenylpropionic acid ethyl ester